5-[3-Fluoro-4-(4-fluoropiperidin-1-yl)phenyl]-3,6-dihydro-2H-1,3,4-oxadiazin-2-one FC=1C=C(C=CC1N1CCC(CC1)F)C1=NNC(OC1)=O